tert-butyl 2-(4-acetamidocyclohexyl)-5-methyl-piperidine-1-carboxylate C(C)(=O)NC1CCC(CC1)C1N(CC(CC1)C)C(=O)OC(C)(C)C